diethyl 3-(3-bromophenyl)-3-cyanopentanedioate BrC=1C=C(C=CC1)C(CC(=O)OCC)(CC(=O)OCC)C#N